1-benzyl-2-ethyl-5-(methoxymethyl)-3-oxopyrrolidine C(C1=CC=CC=C1)N1C(C(CC1COC)=O)CC